C(C)C=1N=CC(=NC1)NC(=O)C=1C(=CC(=C(C1)NC(=O)C1=CN=C(S1)C)C)F N-[5-[(5-ethylpyrazin-2-yl)carbamoyl]-4-fluoro-2-methylphenyl]-2-methyl-1,3-thiazole-5-carboxamide